2-methyl-5-(N-((1r,3r)-3-(3-methyl-4-(trifluoromethyl)-1H-pyrazol-1-yl)cyclobutyl)sulfamoyl)-1H-pyrrole-3-carboxylic acid CC=1NC(=CC1C(=O)O)S(NC1CC(C1)N1N=C(C(=C1)C(F)(F)F)C)(=O)=O